ClC=1C(=NC(=NC1)NC1=C(C(=CC=C1)S(=O)(=O)C)F)C1=CNC2=C(C=CC=C12)NC([C@@H](C)N1CCN(CC1)C)=O (R)-N-(3-(5-Chloro-2-((2-fluoro-3-(methylsulfonyl)phenyl)amino)pyrimidin-4-yl)-1H-indol-7-yl)-2-(4-methylpiperazin-1-yl)propanamid